ClC1=NC(=C(C=C1F)OC)C1=C(C=C(C=C1C)F)C 2-chloro-3-fluoro-6-(4-fluoro-2,6-dimethylphenyl)-5-methoxypyridine